5-chloro-N-((1r,4r)-4-((3-(6-methoxypyridin-3-yl)-2-oxo-2,3-dihydro-1H-benzo[d]imidazol-1-yl)methyl)cyclohexyl)-2-(trifluoromethyl)nicotinamide ClC=1C=NC(=C(C(=O)NC2CCC(CC2)CN2C(N(C3=C2C=CC=C3)C=3C=NC(=CC3)OC)=O)C1)C(F)(F)F